N-[5-[(5-Cyclopropyloxypyrazin-2-yl)carbamoyl]-4-fluoro-2-methylphenyl]-2-methyl-1,3-thiazole-5-carboxamide C1(CC1)OC=1N=CC(=NC1)NC(=O)C=1C(=CC(=C(C1)NC(=O)C1=CN=C(S1)C)C)F